methyl 6-{1-[(4-chlorophenyl)carbamoyl]cyclobutyl}-3,4-dihydro-1,5-naphthyridine-1(2H)-carboxylate ClC1=CC=C(C=C1)NC(=O)C1(CCC1)C=1N=C2CCCN(C2=CC1)C(=O)OC